BrC1=CC2=C(C=C1)C1=CC=C(C=C1C21C=2C=CC=CC2N2C3=C(C=CC=C13)C=1C=CC=CC12)Br 2,7-dibromospiro[fluorene-9,8'-indolo[3,2,1-de]acridine]